CCCCCCCCCCCC/C=C\OC[C@H](COP(=O)([O-])OCC[N+](C)(C)C)O 1-(1Z-tetradecenyl)-sn-glycero-3-phosphocholine